2-amino-4-methyl-5-(4-nitrophenyl)thiophene NC=1SC(=C(C1)C)C1=CC=C(C=C1)[N+](=O)[O-]